4-(4-(2-(4-((3-(2,3-difluoro-4-methoxyphenyl)imidazo[1,2-a]pyrazin-8-yl)amino)-2-ethylbenzamido)ethyl)piperazin-1-yl)butanoic acid FC1=C(C=CC(=C1F)OC)C1=CN=C2N1C=CN=C2NC2=CC(=C(C(=O)NCCN1CCN(CC1)CCCC(=O)O)C=C2)CC